methyl 6'-(((1S,3S)-3-((5,6-dimethylpyrazin-2-yl)amino)cyclopentyl)amino)-2-oxo-2H-[1,3'-bipyridine]-5-carboxylate CC=1N=CC(=NC1C)N[C@@H]1C[C@H](CC1)NC1=CC=C(C=N1)N1C(C=CC(=C1)C(=O)OC)=O